4-methyl-3-{[(1S)-1-(5-phenylpyridin-3-yl)ethyl]amino}benzoic acid CC1=C(C=C(C(=O)O)C=C1)N[C@@H](C)C=1C=NC=C(C1)C1=CC=CC=C1